(4S,8R,9S,10S)-10-[(dimethylamino)methyl]-4-hydroxy-N-(4-methoxyphenyl)-9-[4-(2-phenylethynyl)phenyl]-1,6-diazabicyclo[6.2.0]decane-6-carboxamide CN(C)C[C@@H]1[C@@H]([C@@H]2CN(C[C@H](CCN12)O)C(=O)NC1=CC=C(C=C1)OC)C1=CC=C(C=C1)C#CC1=CC=CC=C1